OC(COC1=C(C(=NC(=C1C)C)NC1=CC=C(C=C1)C(F)(F)F)C1=NOC(N1)=O)CO 3-[4-(2,3-dihydroxypropoxy)-5,6-dimethyl-2-[4-(trifluoromethyl)anilino]-3-pyridyl]-4H-1,2,4-oxadiazol-5-one